FC=1C=C(C=CC1F)N(C(=O)C1N(NC(C1)=O)C1=NC(=CC(=C1)C(F)(F)F)C)C N-(3,4-difluorophenyl)-N-methyl-2-(6-methyl-4-(trifluoromethyl)pyridin-2-yl)-5-oxopyrazolidine-3-carboxamide